tert-butyl (3S)-3-[4-[3-chloro-4-(trifluoromethoxy)anilino]pyrido[3,2-d]pyrimidin-6-yl]oxypyrrolidine-1-carboxylate ClC=1C=C(NC=2C3=C(N=CN2)C=CC(=N3)O[C@@H]3CN(CC3)C(=O)OC(C)(C)C)C=CC1OC(F)(F)F